O=C(CSC=1NC=C(N1)C(=O)OCC)NC1=C(C(=C(C=C1)OC)OC)OC ethyl 2-((2-oxo-2-((2,3,4-trimethoxyphenyl)amino)ethyl)thio)-1H-imidazole-4-carboxylate